C(C)(C)N1C(C(OC2(C1)CCN(CC2)C(=O)OC(C)(C)C)C)=O tert-butyl 4-isopropyl-2-methyl-3-oxo-1-oxa-4,9-diazaspiro[5.5]undecane-9-carboxylate